BrC1=C(C=NN(C1=O)C)N[C@@H]1C[C@@H](CN(C1)CC1CC1)C1=CC=C(C(=O)O)C=C1 4-[(3R,5R)-5-[(5-bromo-1-methyl-6-oxo-pyridazin-4-yl)amino]-1-(cyclopropyl-methyl)-3-piperidyl]benzoic acid